CN(CCN1N=C(C=C1C)C1=CC=2N=C(N=C(C2O1)N1CCOCC1)N1N=C(C=C1)C=1C=C(C=CC1)C)C N,N-dimethyl-2-[5-methyl-3-[4-morpholino-2-[3-(m-tolyl)pyrazol-1-yl]furo[3,2-d]pyrimidin-6-yl]pyrazol-1-yl]ethanamine